4-(8-(((6,7-Difluoro-1H-Benzo[d]imidazol-2-yl)methyl)amino)-3-(trifluoromethyl)imidazo[1,2-b]Pyridazin-6-yl)Piperazine-1-carboxamide FC=1C=CC2=C(NC(=N2)CNC=2C=3N(N=C(C2)N2CCN(CC2)C(=O)N)C(=CN3)C(F)(F)F)C1F